FCCN1CCN(CC1)C1=CC(=C(C=C1)[N+](=O)[O-])C 1-(2-fluoroethyl)-4-(3-methyl-4-nitrophenyl)piperazine